[Hf].[Ni] nickel-hafnium